P1(=O)(OCCCCCCCCCCCC)OOOOOCCO1 mono-n-dodecyl tetraoxyethylene phosphate